C(C)(C)(C)OC(N[C@H](CC1=C(C2=NC(=CC(=C2S1)NC(=O)OC(C)(C)C)Cl)C)C)=O.O=C1C(C(C2=CC=CC=C12)=O)C1=NC2=CC=CC=C2C=C1 2-(1,3-dioxoinden-2-yl)quinoline tert-Butyl-N-[(1S)-2-[7-(tert-butoxycarbonylamino)-5-chloro-3-methyl-thieno[3,2-b]pyridin-2-yl]-1-methyl-ethyl]carbamate